C(C)(C)(C)OC(=O)N1CCN(CC1)C1=CC(N(C2=CC(=C(C=C12)F)Br)C1=C(C=CC=C1)C(C)C)=C=O 4-(7-Bromo-6-fluoro-1-(2-isopropylphenyl)-2-carbonyl-1,2-dihydroquinolin-4-yl)piperazine-1-Carboxylic acid tert-butyl ester